N,N-dimethyl-3-(4-(1-(tetrahydro-2H-pyran-4-yl)-[1,2,4]triazolo[4,3-a]quinoxalin-8-yl)phenoxy)-1-propanamine CN(CCCOC1=CC=C(C=C1)C1=CC=C2N=CC=3N(C2=C1)C(=NN3)C3CCOCC3)C